(m-butylphenyl)Boron C(CCC)C=1C=C(C=CC1)[B]